CNC(=O)C1=NC=C(C=C1)C(=O)N 2-N-methylpyridine-2,5-dicarboxamide